Racemic-trans-N-(3-Carbamoyl-4-fluoro-phenyl)-4-[2-methoxy-4-(trifluoromethoxy)phenoxy]-6-(2-methylcyclopropyl)pyridine-3-carboxamide C(N)(=O)C=1C=C(C=CC1F)NC(=O)C=1C=NC(=CC1OC1=C(C=C(C=C1)OC(F)(F)F)OC)[C@H]1[C@@H](C1)C |r|